N-(6-cyano-1-(cyclopropylmethyl)-1H-benzo[d]imidazol-2-yl)-3-hydroxy-3-phenylbutanamide C(#N)C=1C=CC2=C(N(C(=N2)NC(CC(C)(C2=CC=CC=C2)O)=O)CC2CC2)C1